NC=1C(=NC(=C(N1)F)C1=CC=C(C=C1)N1CCN(CC1)CCC(F)F)C=1C=C2C(=CNC(C2=CC1)=O)C 6-(3-amino-6-(4-(4-(3,3-difluoropropyl)piperazin-1-yl)phenyl)-5-fluoropyrazin-2-yl)-4-methylisoquinolin-1(2H)-one